N-(2,3-bis(isobutyryl-oxy)-5-bromobenzylidene)pyridin-3-amine C(C(C)C)(=O)OC1=C(C=NC=2C=NC=CC2)C=C(C=C1OC(C(C)C)=O)Br